methylaminomethylsilane CNC[SiH3]